2-methyl-1-aziridinpropionat CC1N(C1)CCC(=O)[O-]